FC(C1=CC=CC2=C1NC(N2)=O)(F)F 7-(trifluoromethyl)-1H-benzo[d]imidazol-2(3H)-one